ClC1=C(C=C(OCC(=O)NC23CC(C(CC2)(CC3)NC(COC=3C=NC(=CC3)C3CC3)=O)O)C=C1)F 2-(4-chloro-3-fluorophenoxy)-N-(4-{2-[(6-cyclopropylpyridin-3-yl)oxy]acetamido}-3-hydroxybicyclo[2.2.2]octan-1-yl)acetamide